ethyl 3-fluoro-5-((2-methoxyethyl) amino)-4-nitrobenzoate FC=1C=C(C(=O)OCC)C=C(C1[N+](=O)[O-])NCCOC